5-(3-fluoro-2-pyridinyl)-4-methyl-pyridine-3-carbaldehyde FC=1C(=NC=CC1)C=1C(=C(C=NC1)C=O)C